di(sulphosuccinimidyl) oxalate sodium salt [Na+].C(C(=O)ON1C(C(CC1=O)S(=O)(=O)[O-])=O)(=O)ON1C(C(CC1=O)S(=O)(=O)[O-])=O.[Na+]